C1(CCCCC1)P(C1=C(C=C(C=C1C(C)C)C(C)C)C(C)C)C1CCCCC1 dicyclohexyl-[2,4,6-tris(prop-2-yl)phenyl]phosphine